6-chloro-5-methoxy-pyridine-3-carbonitrile ClC1=C(C=C(C=N1)C#N)OC